CCCCCCCCC/C=C\\CCCCCCCC(=O)O The molecule is a monounsaturated fatty acid that is nonadecanoic acid that has been dehydrogenated to introduce a double bond with Z configuration between the carbons at positions 9 and 10. It has been isolated from the spores of reishi mushroom, Ganoderma lucidum, and found to inhibit tumour cell proliferation and induce apoptosis of HL-60 cells. It has a role as a fungal metabolite, an apoptosis inducer and an antineoplastic agent. It is a long-chain fatty acid, a monounsaturated fatty acid and a straight-chain fatty acid.